[Al].[V].[Mo] MOLYBDENUM-VANADIUM-ALUMINIUM